4-(2,8-diazaspiro[4.5]decan-8-yl)-2-(4-pyridyl)pyrido[3,4-d]pyrimidine C1NCCC12CCN(CC2)C=2C1=C(N=C(N2)C2=CC=NC=C2)C=NC=C1